FC1=C(OCCCSCC2=NNC(O2)=S)C=CC(=C1)F 5-[(2,4-difluorophenoxypropylsulfanyl)methyl]-1,3,4-oxadiazole-2(3H)-thione